8-decyl alcohol CCCCCCCC(CC)O